4-chloro-8-(piperazin-1-ylmethyl)-5-(2,2,2-trifluoroethyl)pyrido[3,2-b]indole-3-carbonitrile ClC1=C(C=NC2=C1N(C=1C=CC(=CC21)CN2CCNCC2)CC(F)(F)F)C#N